4-(4-cyanophenoxy)-4'-octylbiphenyl C(#N)C1=CC=C(OC2=CC=C(C=C2)C2=CC=C(C=C2)CCCCCCCC)C=C1